ClC=1C=C(C(=C(OC2=CC=C(C=C2)C2=CN=C(N2C)CNC(OC(C)(C)C)=O)C1)C=O)F tert-Butyl ((5-(4-(5-chloro-3-fluoro-2-formylphenoxy)phenyl)-1-methyl-1H-imidazol-2-yl)methyl)carbamate